4,4-difluorobut-3-en-1-yl 2-(3,5-bis(trifluoromethyl)-1H-pyrazol-1-yl)acetate FC(C1=NN(C(=C1)C(F)(F)F)CC(=O)OCCC=C(F)F)(F)F